iodonaphthol IC1=C(C2=CC=CC=C2C=C1)O